(2E)-3-(4-bromophenyl)-2-propenoic acid tert-butyl ester C(C)(C)(C)OC(\C=C\C1=CC=C(C=C1)Br)=O